2-((1-((2-isopropoxynaphthalen-1-yl)methyl)naphthalen-2-yl)oxy)ethan-1-amine C(C)(C)OC1=C(C2=CC=CC=C2C=C1)CC1=C(C=CC2=CC=CC=C12)OCCN